C(CC)OC(=O)C1=CC2=C(C(NC=C2Br)=O)N1S(=O)(=O)C1=CC=C(C)C=C1 4-bromo-7-oxo-1-p-toluenesulfonyl-6,7-dihydro-1H-pyrrolo[2,3-c]pyridine-2-carboxylic acid propyl ester